N(=[N+]=[N-])C1=C(C(=C(C(=C1F)F)C=1OCCN1)F)F 2-(4-Azido-2,3,5,6-tetrafluorophenyl)-4,5-dihydro-1,3-oxazole